Cl.C1(CC1)N1C2=NC(=NC(=C2N=C1C1=CC=NC=C1)N1CCOCC1)N1N=CC(=C1)C1=CC=CC=C1 4-(9-cyclopropyl-2-(4-phenyl-1H-pyrazol-1-yl)-8-(pyridin-4-yl)-9H-purin-6-yl)morpholine hydrochloride